2,4-dithiopyrimidine C1=CNC(=S)NC1=S